N1(CCCCCC1)C(CCCC)=O 1-(azepan-1-yl)pentan-1-one